8-[1-[[2-(8-fluoro-1-hydroxy-2,3,1-benzoxazaborinin-6-yl)-3-pyridyl]amino]ethyl]-3,6-dimethyl-2-morpholino-chromen-4-one FC1=CC(=CC=2C=NOB(C21)O)C2=NC=CC=C2NC(C)C=2C=C(C=C1C(C(=C(OC21)N2CCOCC2)C)=O)C